ClC1=CC=C(S1)CNC1=CC(=NN1C(C(CO)(C)C)=O)C1CCN(CC1)CC(F)(F)F 1-(5-{[(5-Chlorothiophen-2-yl)methyl]amino}-3-[1-(2,2,2-trifluoroethyl)piperidin-4-yl]-1H-pyrazol-1-yl)-3-hydroxy-2,2-dimethylpropan-1-on